C1(=CC=CC=C1)[C@H](C)N1[C@H]2C[C@@H]([C@@H]([C@@H]1C(=O)OC)C2)C=C Methyl (1S,3R,4S,5R)-2-((S)-1-phenylethyl)-5-vinyl-2-azabicyclo[2.2.1]heptane-3-carboxylate